C(C)(C)(C)OC(=O)N(C=1C=2N(N=C(C1)OC[C@@H]1CN(CCO1)C(=O)OC(C)(C)C)C(=CN2)C(C)C)CC2=C(C=CC=C2)OC(F)(F)F tert-butyl (S)-2-(((8-((tert-butoxycarbonyl)(2-(trifluoromethoxy)benzyl)amino)-3-isopropylimidazo[1,2-b]pyridazin-6-yl)oxy)methyl)morpholine-4-carboxylate